N,N'-bis(2-naphthyl)-N,N'-diphenyl-1,4-phenylenediamine C1=C(C=CC2=CC=CC=C12)N(C1=CC=C(C=C1)N(C1=CC=CC=C1)C1=CC2=CC=CC=C2C=C1)C1=CC=CC=C1